CC1(OB(OC1(C)C)C=1C=NN(C1)C12CC(C1)(C2)NC(OC(C)(C)C)=O)C tert-butyl {3-[4-(4,4,5,5-tetramethyl-1,3,2-dioxaborolan-2-yl)-1H-pyrazol-1-yl]bicyclo[1.1.1]pentan-1-yl}carbamate